1-(5-bromopyridin-2-yl)-3-methyltetrahydropyrimidin-2(1H)-one BrC=1C=CC(=NC1)N1C(N(CCC1)C)=O